[N+](=O)([O-])N(N=O)[N+](=O)[O-] dinitronitrosoamine